OCC1=CC=C(C=C1)N1N=C(C(=C1)[N+](=O)[O-])C(=O)OC Methyl 1-[4-(hydroxymethyl)phenyl]-4-nitro-pyrazole-3-carboxylate